COC=1C=C(C=NC1)C1=CN=C2SC(=NN21)NCC=2SC=CC2 5-(5-methoxy-3-pyridyl)-N-(2-thienylmeth-yl)imidazo[2,1-b][1,3,4]thiadiazol-2-amine